CC(CC(C(C(C(=O)[O-])(CC(CCC(C)C)C)CC(CCC(C)C)C)(O)C(=O)O)C(=O)O)CCC(C)C.NC1=C(C=CC=C1)S(=O)(=O)O.[Li+] lithium aminobenzenesulfonate Tri(2,5-dimethyl-1-hexyl)citrat